tri(laurate) aluminum [Al+3].C(CCCCCCCCCCC)(=O)[O-].C(CCCCCCCCCCC)(=O)[O-].C(CCCCCCCCCCC)(=O)[O-]